5-(3-{3,5-dibromo-2-[2-(4,5-dimethyl-thiazol-2-yl)-ethoxy]-benzylamino}-propylamino)-4H-thieno[3,2-b]pyridin-7-one BrC=1C(=C(CNCCCNC2=CC(C3=C(N2)C=CS3)=O)C=C(C1)Br)OCCC=1SC(=C(N1)C)C